ClC1=C(C2=C(SC3=C2N=CN=C3N3CCCC3)N=C1C)C 8-chloro-7,9-dimethyl-4-pyrrolidin-1-yl-pyrido[3',2':4,5]thieno[3,2-d]pyrimidine